Cl.FC=1C=C(C=C(C1C(F)(F)F)N[C@@H](C)[C@@H]1[C@@H](CNCC1)F)C1=NNC(O1)=O 5-[3-fluoro-5-({(1S)-1-[(3S,4R)-3-fluoropiperidin-4-yl]ethyl}amino)-4-(trifluoromethyl)phenyl]-1,3,4-oxadiazol-2(3H)-one hydrochloride